NC1=NC(=NN1)C(=O)OCC ethyl 5-amino-1H-1,2,4-triazole-3-carboxylate